Octanoic acid, ethyl ester C(CCCCCCC)(=O)OCC